BrC=1C=NN(C1\C=C(/C#N)\C1=CC2=C(OC(O2)(F)F)C=C1)C (Z)-3-(4-bromo-1-methyl-1H-pyrazol-5-yl)-2-(2,2-difluorobenzo[d][1,3]dioxol-5-yl)acrylonitrile